CN(C(C=O)(C)C)C 2-(dimethylamino)-2-methyl-propan-1-one